FC(C1=NN=C(O1)C1=CN=C(S1)CN(S(=O)(=O)CC)C1=CN=NC=C1)F N-((5-(5-(difluoromethyl)-1,3,4-oxadiazol-2-yl)thiazol-2-yl)methyl)-N-(pyridazin-4-yl)ethanesulfonamide